nickel bis(tetramethylheptanedione) CC(C(C(C(C)(C)C)=O)=O)CCC.CC(C(C(C(C)(C)C)=O)=O)CCC.[Ni]